8-(4-(cycloheptyloxy)-6-(1H-pyrazol-1-yl)-1,3,5-triazin-2-yl)-2-oxa-5,8-diazaspiro[3.5]nonane C1(CCCCCC1)OC1=NC(=NC(=N1)N1N=CC=C1)N1CCNC2(COC2)C1